ClC1=C(OC=2C=C3CCN(CC3=CC2)CC2=CC=C(C=C2)Cl)C(=CC(=C1)[N+](=O)[O-])Cl 6-(2,6-dichloro-4-nitrophenoxy)-2-(4-chlorobenzyl)-3,4-dihydroisoquinoline